(R)-1-(1H-benzo[d]imidazol-5-yl)-4-(3-methoxyphenyl)azetidin-2-one N1C=NC2=C1C=CC(=C2)N2C(C[C@@H]2C2=CC(=CC=C2)OC)=O